[(3R,3'R)-3'-hydroxy-1,4-dihydro-1'H,2H-spiro[isoquinoline-3,4'-piperidin]-1'-yl][(6R,8S)-8-(methoxymethyl)-6-(trifluoromethyl)-5,6,7,8-tetrahydroimidazo[1,2-a]pyridin-2-yl]methanone O[C@@H]1CN(CC[C@@]12NCC1=CC=CC=C1C2)C(=O)C=2N=C1N(C[C@@H](C[C@@H]1COC)C(F)(F)F)C2